N=1C(=NN2C1C=CC=C2)N2C(CNCC2)=O 1-([1,2,4]triazolo[1,5-a]pyridin-2-yl)piperazin-2-one